C(#N)C1=CC(=C(COC2=CC=CC(=N2)N2CCN([C@@H]3CC[C@H]23)CC2=NC3=C(N2C[C@H]2OCC2)C=C(C=C3)C(=O)OC)C=C1)F |o1:18,21| Methyl 2-(((1R*,6S*)-5-(6-((4-cyano-2-fluorobenzyl)oxy)pyridin-2-yl)-2,5-diazabicyclo[4.2.0]octan-2-yl)methyl)-1-(((S)-oxetan-2-yl)methyl)-1H-benzo[d]imidazole-6-carboxylate